2-methyl-N-(prop-2-yn-1-yl)benzamide CC1=C(C(=O)NCC#C)C=CC=C1